(2s,4s)-2-[2-(3-methoxyphenyl)-7-azaspiro[3.5]Nonane-7-carbonyl]-7-oxa-5-azaspiro[3.4]Octane-6-one COC=1C=C(C=CC1)C1CC2(C1)CCN(CC2)C(=O)C2CC1(C2)NC(OC1)=O